1-(1-(9-ethyl-6-morpholino-8-(pyridin-4-yl)-9H-purin-2-yl)-5-phenyl-1H-pyrazol-3-yl)ethanol C(C)N1C2=NC(=NC(=C2N=C1C1=CC=NC=C1)N1CCOCC1)N1N=C(C=C1C1=CC=CC=C1)C(C)O